xanthenyl-phthalic anhydride C1=CC=CC=2OC3=CC=CC=C3C(C12)C1=C2C(C(=O)OC2=O)=CC=C1